6-((2-aminoethyl)disulfanyl)nicotinamide tert-Butyl-N-[2-(7-fluoro-1-tetrahydropyran-2-yl-indazole-4-carbonyl)-4-methyl-3-pyridyl]carbamate C(C)(C)(C)OC(NC=1C(=NC=CC1C)C(=O)C=1C=2C=NN(C2C(=CC1)F)C1OCCCC1)=O.NCCSSC1=NC=C(C(=O)N)C=C1